NC1=C(C=CC(=C1)C#N)NCC(=O)N 2-((2-amino-4-cyanophenyl)amino)acetamide